Cl.C(C)(C)(C)OC([C@@H](N)CCCCNC(=O)OC(C)(C)C)=O Nε-Boc-lysine-tert-butyl ester hydrochloride